7-((7-mercaptoheptyl)oxy)quinolin SCCCCCCCOC1=CC=C2C=CC=NC2=C1